3,3-dimethyl-N-[(3S)-3-methyl-1,1-dioxo-thiolan-3-yl]-2-oxo-1-[3-(trifluoromethoxy)phenyl]indoline-5-carboxamide CC1(C(N(C2=CC=C(C=C12)C(=O)N[C@@]1(CS(CC1)(=O)=O)C)C1=CC(=CC=C1)OC(F)(F)F)=O)C